3-fluoro-5-((6-fluoropyridin-3-yl)(2,2,6,6-tetramethyltetrahydro-4H-pyran-4-ylmethylene)methyl)-1-(tetrahydro-2H-pyran-4-yl)-1H-indazole FC1=NN(C2=CC=C(C=C12)C(=CC1CC(OC(C1)(C)C)(C)C)C=1C=NC(=CC1)F)C1CCOCC1